1,5-diazabicyclo-(4.3.0)-nonene N12C=CCNC2CCC1